Cl.C1(CC1)CN[C@H]1[C@@H](C1)C=1C=C(SC1)C(=O)NC1CCC(CC1)(F)F 4-(trans-2-((cyclopropylmethyl)amino)cyclopropyl)-N-(4,4-difluorocyclohexyl)thiophene-2-carboxamide Hydrochloride